(3R)-3-{[2-(1-methyl-1H-pyrazol-3-yl)-7-(trifluoromethyl)[1,2,4]triazolo[1,5-c]quinazolin-5-yl]amino}azepin-2-one CN1N=C(C=C1)C1=NN2C(=NC=3C(=CC=CC3C2=N1)C(F)(F)F)NC=1C(N=CC=CC1)=O